C(C)OC(=O)N1C\C(\C(/C(/C1)=C/C1=CC=CC=C1)=O)=C/C1=CC=CC=C1.FC1C(C1)C(=O)NC=1N=C2N(C=C(C=C2)C2=C(C(=CC(=C2)C)F)CO)C1 2-fluoro-N-(6-(3-fluoro-2-(hydroxymethyl)-5-methylphenyl)imidazo[1,2-a]pyridin-2-yl)cyclopropane-1-carboxamide ethyl-3,5-di((E)-benzylidene)-4-oxopiperidine-1-carboxylate